BrC=1C=C2C=C(C=NC2=CC1)N1C(NC(C=C1)=O)=O 1-(6-bromoquinolin-3-yl)pyrimidine-2,4(1H,3H)-dione